C(\C=C\C1=CC=C(C=C1)O)(=O)N(CCCNCCCCNCCCN)C(\C=C\C1=CC(O)=C(O)C=C1)=O Coumaroyl-caffeoyl-spermine